NC1=C(C=2C(=NC=C(C2S1)F)C=1C2=C(C=3C(=NC(=NC3C1F)OC[C@H]1CN(CCO1)C)N1C3CNCC1CC3)COC2)C#N 2-Amino-4-[1-(3,8-diazabicyclo[3.2.1]octan-8-yl)-5-fluoro-3-[[(2R)-4-methylmorpholin-2-yl]methoxy]-7,9-dihydrofuro[3,4-f]quinazolin-6-yl]-7-fluoro-thieno[3,2-c]pyridine-3-carbonitrile